(2S,5R)-5-amino-N-(4-(trifluoromethyl)benzyl)tetrahydro-2H-pyran-2-carboxamide N[C@@H]1CC[C@H](OC1)C(=O)NCC1=CC=C(C=C1)C(F)(F)F